C(C)OC(=O)C1=C(N=C(S1)NC(C[C@H](C)NC(C1=CC(=CC=C1)C1=NOC(=N1)C)=O)=O)C Ethyl-(S)-4-methyl-2-(3-(3-(5-methyl-1,2,4-oxadiazol-3-yl)benzamido)butanamido)thiazole-5-carboxylate